Cl.C(C1=CC=CC=C1)C1(CCNCC1)C#N 4-benzylpiperidine-4-carbonitrile hydrogen chloride